C(C)(C)(C)OC(=O)N1C(CC(C1)CC)C=1N=C2N(C=C(N=C2)NC(=O)C2=CC=C3C(=NN(C3=C2)C)C)C1.C(C1=CC=CC=C1)N1[C@H](CC(C[C@H]1C)N1N=CC(=C1)[N+](=O)[O-])C (2S,4r,6R)-1-benzyl-2,6-dimethyl-4-(4-nitro-1H-pyrazol-1-yl)piperidine rac-tert-butyl-2-[6-(1,3-dimethylindazole-6-amido)imidazo[1,2-a]pyrazin-2-yl]-4-ethylpyrrolidine-1-carboxylate